ClC1=CC=C(N=N1)C 6-chloro-3-methylpyridazin